((4-fluorobenzyl)amino)isonicotinic acid FC1=CC=C(CNC2=C(C(=O)O)C=CN=C2)C=C1